C(C)(C)(C)OC(=O)N1C(N(C2=C1C=CC=C2)CC2=C(C=C(C=C2)CNC(C)=O)OC)=O (4-(acetamidomethyl)-2-methoxybenzyl)-2-oxo-2,3-dihydro-1H-benzo[d]imidazole-1-carboxylic acid tert-butyl ester